rac-(NZ,R)-N-[1'-(7-bromo-6-methyl-pyrazolo[1,5-a]pyrazin-4-yl)-2-(triisopropylsilyloxymethyl)spiro[7H-cyclopenta[b]pyridine-6,4'-piperidine]-5-ylidene]-2-methyl-propane-2-sulfinamide BrC1=C(N=C(C=2N1N=CC2)N2CCC1(CC2)/C(/C=2C(=NC(=CC2)CO[Si](C(C)C)(C(C)C)C(C)C)C1)=N/[S@](=O)C(C)(C)C)C |r|